(2S,4R)-1-[(2S)-2-[4-(1-benzyloxy-1-methyl-ethyl)triazol-1-yl]-3,3-dimethyl-butanoyl]-4-hydroxy-N-methyl-pyrrolidine-2-carboxamide C(C1=CC=CC=C1)OC(C)(C)C=1N=NN(C1)[C@H](C(=O)N1[C@@H](C[C@H](C1)O)C(=O)NC)C(C)(C)C